5-((6-amino-8-bromo-2-fluoro-9H-purin-9-yl)methyl)-1-(3-(hydroxymethyl)phenethyl)pyridin-2(1H)-one NC1=C2N=C(N(C2=NC(=N1)F)CC=1C=CC(N(C1)CCC1=CC(=CC=C1)CO)=O)Br